(1R,2S,5S)-3-((S)-4-hydroxy-3,3-dimethyl-2-((S)-tetrahydrofuran-3-carboxamido)butanoyl)-6,6-dimethyl-3-azabicyclo[3.1.0]hexane-2-carboxylic acid OCC([C@@H](C(=O)N1[C@@H]([C@H]2C([C@H]2C1)(C)C)C(=O)O)NC(=O)[C@@H]1COCC1)(C)C